3-tert-butylcyclohexane-1,2-dicarboxylic acid, disodium salt [Na+].[Na+].C(C)(C)(C)C1C(C(CCC1)C(=O)[O-])C(=O)[O-]